1-(2-(1-acetylpiperidin-4-yl)ethyl)-1H-pyrazole-3-carboxylic acid methyl ester COC(=O)C1=NN(C=C1)CCC1CCN(CC1)C(C)=O